Biphenyl-4-yl-(9,9-dimethyl-9H-fluoren-1-yl)-amine C1(=CC=C(C=C1)NC1=CC=CC=2C3=CC=CC=C3C(C12)(C)C)C1=CC=CC=C1